5-(3-(Difluoromethoxy)phenyl)-N-(3-(2-hydroxy-2-methylpropyl)-1,2,4-thiadiazol-5-yl)-2-methylfuran-3-carboxamide FC(OC=1C=C(C=CC1)C1=CC(=C(O1)C)C(=O)NC1=NC(=NS1)CC(C)(C)O)F